C1(CCCC1)N1CC(N(CC1)CC1=C2C=CNC2=C(C=C1OC)C)C1=CC=C(C(=O)O)C=C1 4-(4-Cyclopentyl-1-((5-methoxy-7-methyl-1H-indol-4-yl)methyl)piperazin-2-yl)benzoic acid